Cl.N[C@H]1[C@@H](C1)C=1C=C(SC1C)C(=O)NC1CCOCC1 4-((1S,2R)-2-aminocyclopropyl)-5-methyl-N-(tetrahydro-2H-pyran-4-yl)thiophene-2-carboxamide Hydrochloride